ethyl 5-hydroxy-3-(trifluoromethyl)pentanoate OCCC(CC(=O)OCC)C(F)(F)F